5-[4-(benzenesulfonyl)phenyl]-1H-pyrazole C1(=CC=CC=C1)S(=O)(=O)C1=CC=C(C=C1)C1=CC=NN1